C(C)(=O)N1CCC(CC1)NCC=1C=CC(=NC1OC)C1=C(C(=NC=C1)C1=C(C(=NC=C1)C1=CC(=C(CNC2CCN(CC2)C(C)=O)C=C1)OC)Cl)Cl 1-(4-((4-(5-(((1-acetylpiperidin-4-yl)amino)methyl)-3',3''-dichloro-6-methoxy-[2,4':2',4''-terpyridin]-2''-yl)-2-methoxybenzyl)amino)piperidin-1-yl)ethan-1-one